7-chloro-5-(4-methyl-6-oxo-1,4,5,6-tetrahydropyridazin-3-yl)indolin-2-one ClC=1C=C(C=C2CC(NC12)=O)C1=NNC(CC1C)=O